FC1=C(C=CC(=C1)F)C1C(NC=2C=C(C=C(C2C1=O)C(=O)OC)F)C1CCN(CC1)C methyl 3-(2,4-difluorophenyl)-7-fluoro-2-(1-methylpiperidin-4-yl)-4-oxo-1,2,3,4-tetrahydroquinoline-5-carboxylate